ClC=1C=CC(=C(C=O)C1)C=1C(=NC(=NC1)Cl)OC 5-chloro-2-(2-chloro-4-methoxypyrimidin-5-yl)benzaldehyde